NC1=C(C(F)(F)F)C=CC=C1Br 2-amino-3-bromotrifluorotoluene